6-Chloro-3-[(1R)-1-[3,6-dimethyl-2-(2-methyl-1,3-benzothiazol-6-yl)-4-oxo-chromen-8-yl]ethoxy]pyridine-2-carboxamide ClC1=CC=C(C(=N1)C(=O)N)O[C@H](C)C=1C=C(C=C2C(C(=C(OC12)C1=CC2=C(N=C(S2)C)C=C1)C)=O)C